C1CCC(CC1)N2C=NC(=C2C3=NC(=NC=C3)N)C4=CC=C(C=C4)F The molecule is a member of the class of imidazoles that is 1H-imidazole which is substituted at positions 1, 4, and 5 by cyclohexyl, p-fluorophenyl, and 2-aminopyrimidin-4-yl groups, respectively. It is a selective inhibitor of the delta- and epsilon-isoforms of casein kinase 1 (CK1delta and CK1epsilon). It has a role as an EC 2.7.11.1 (non-specific serine/threonine protein kinase) inhibitor. It is a member of imidazoles, an aminopyrimidine and a member of monofluorobenzenes. It is a conjugate base of a PF-670462 free base(2+).